[Na+].OC(C(=O)[O-])CCNC(C(C)(NC(C=C)=O)C)=O 2-Hydroxy-4-[[2-methyl-2-(prop-2-enoylamino)propanoyl]amino]butanoic acid, sodium salt